2-(4'-fluoro-5-(4,4,5,5-tetramethyl-1,3,2-dioxaborolan-2-yl)-[1,1'-biphenyl]-3-yl)-4-phenylpyridine FC1=CC=C(C=C1)C1=CC(=CC(=C1)B1OC(C(O1)(C)C)(C)C)C1=NC=CC(=C1)C1=CC=CC=C1